CN(C1CC(C1)O)C1=NC(=NC=C1)C=C 3-(methyl(2-vinylpyrimidin-4-yl)amino)cyclobutan-1-ol